2-Chloro-5-((3R,7R)-9-((S*)-1-(4-(1-hydroxycyclopropyl)phenyl)ethyl)-3,7-dimethyl-10-oxo-1,2,3,4,7,8,9,10-octahydropyrido[4',3':3,4]pyrazolo[1,5-a]pyrazine-2-carbonyl)benzonitrile ClC1=C(C#N)C=C(C=C1)C(=O)N1CC=2C(=NN3C2C(N(C[C@H]3C)[C@@H](C)C3=CC=C(C=C3)C3(CC3)O)=O)C[C@H]1C |o1:23|